3-bromo-5-iodo-2-methylbenzoic acid BrC=1C(=C(C(=O)O)C=C(C1)I)C